ClC=1C=C2C=NN(C2=CC1[C@H]1C[C@@H](N(CC1)C1(COC1)C#N)C)C=1C=NN(C1)C 3-((2S,4R)-4-(5-chloro-1-(1-methyl-1H-pyrazol-4-yl)-1H-indazol-6-yl)-2-methylpiperidin-1-yl)oxetane-3-carbonitrile